ClC=1C=C(C=CC1)CN 1-(3-chlorophenyl)methylamine